C(#N)C1=C(C=C(C=C1C)CC(C)C)N1N=C2C(=C1)CN(C2)C(=O)OC(C)(C)C 2-methylpropan-2-yl 2-(2-cyano-3-methyl-5-(2-methylpropyl) phenyl)-5,6-dihydro-4H-pyrrolo[4,3-c]pyrazole-5-carboxylate